2-((3-(((3r,4r)-4-hydroxytetrahydrofuran-3-yl)oxy)-1-(methyl-d3)-1H-pyrazol-4-yl)amino)-7-((S)-1-methoxypropane-2-yl)-7H-pyrrolo[2,3-d]pyrimidine-6-carbonitrile O[C@H]1[C@@H](COC1)OC1=NN(C=C1NC=1N=CC2=C(N1)N(C(=C2)C#N)[C@H](COC)C)C([2H])([2H])[2H]